(R)-N-(1-(2-fluorophenyl)ethyl)-5-(4,4,5,5-tetramethyl-1,3,2-dioxaborolan-2-yl)pyridin-2-amine FC1=C(C=CC=C1)[C@@H](C)NC1=NC=C(C=C1)B1OC(C(O1)(C)C)(C)C